OC[C@H]1N(C[C@@H]([C@H]([C@@H]1O)O)O)CC1=CC=C(C=C1)CNC1=C(C=C(C=C1)C=1NC=CC1)[N+](=O)[O-] (2R,3R,4R,5S)-2-(hydroxymethyl)-1-{[4-({[2-nitro-4-(1H-pyrrol-2-yl)phenyl]amino}methyl)phenyl]methyl}piperidine-3,4,5-triol